6-acetyl-2-chloro-8-cyclopentyl-5-methylpyrido[2,3-d]pyrimidine C(C)(=O)C1=C(C2=C(N=C(N=C2)Cl)N(C1)C1CCCC1)C